Cl.NCC1=NC=C(C=N1)C1=CC=C(C(=N1)OC(C)C)NC(=O)C=1C(=NOC1C)C1=CC=C(C=C1)F N-[6-[2-(aminomethyl)pyrimidin-5-yl]-2-isopropoxy-3-pyridyl]-3-(4-fluorophenyl)-5-methyl-isoxazole-4-carboxamide hydrochloride